3,8-dipropyl-2,6-decalindicarboxylic acid C(CC)C1C(CC2C(CC(CC2C1)C(=O)O)CCC)C(=O)O